N=1C=2N(C=CC1N1CCC(CC1)CN1CCN(CC1)C1C(CN(CC1)C=1C=C3C(N(C(C3=CC1)=O)N1C(NC(CC1)=O)=O)=O)(F)F)C1=C(N2)C=CC=C1 5-(4-(4-((1-(benzo[4,5]imidazo[1,2-a]pyrimidin-2-yl)piperidin-4-yl)methyl)piperazin-1-yl)-3,3-difluoropiperidin-1-yl)-2-(2,4-dioxotetrahydropyrimidine-1(2H)-yl)isoindoline-1,3-dione